tin ethylcaproate C(C)OC(CCCCC)=O.[Sn]